N(=[N+]=[N-])CC1CCCOCC2CN(CCN2C=2C=3CCNCC3N=C(O1)N2)C(=O)OCC2=CC=CC=C2 benzyl 13-(azidomethyl)-9,14-dioxa-2,5,16,19,23-pentaazatetracyclo[13.7.1.0^{2,7}.0^{17,22}]tricosa-1(23),15,17(22)-triene-5-carboxylate